(E)-Methyl 3-(3,7-dimethyl-3H-[1,2,3]triazolo[4,5-b]pyridin-6-yl)acrylate CN1N=NC=2C1=NC=C(C2C)/C=C/C(=O)OC